8-(3-methoxy-phenylthio)-2'-O-methyladenosine COC=1C=C(C=CC1)SC=1N([C@H]2[C@H](OC)[C@H](O)[C@@H](CO)O2)C=2N=CN=C(C2N1)N